C(#N)C(NC(=O)[C@@H]1[C@H]2C([C@H]2CN1C([C@H](C(C)(C)C)NC([C@@H](C)OC)=O)=O)(C)C)C1=NN=CC2=CC=CC=C12 (1R,2S,5S)-N-[cyano(phthalazin-1-yl)methyl]-3-[(2S)-2-[[(2R)-2-methoxypropanoyl]amino]-3,3-dimethyl-butanoyl]-6,6-dimethyl-3-azabicyclo[3.1.0]hexane-2-carboxamide